10-(4-bromophenyl)-9,9-dimethyl-9,10-dihydroacridine BrC1=CC=C(C=C1)N1C=2C=CC=CC2C(C2=CC=CC=C12)(C)C